NC1=NC(N(C=C1)C1=CC(=C(C=C1)CC(CC)N1CC2C(C2C1)CNC(OC(C)(C)C)=O)F)=O tert-Butyl ((exo-3-(1-(4-(4-amino-2-oxopyrimidin-1(2H)-yl)-2-fluorophenyl)butan-2-yl)-3-azabicyclo[3.1.0]hexan-6-yl)methyl)carbamate